C1=NC=CC2=CC(=CC=C12)N1C=CC2=C(C=CC=C12)CN1CCOCC1 4-((1-(isoquinolin-6-yl)-1H-indol-4-yl)methyl)morpholine